(2R)-2-{[7-bromo-2-(1-methyl-1H-pyrazol-4-yl)[1,2,4]triazolo[1,5-c]quinazolin-5-yl]amino}-1-(4-methylpiperazin-1-yl)propan-1-one BrC1=CC=CC=2C=3N(C(=NC12)N[C@@H](C(=O)N1CCN(CC1)C)C)N=C(N3)C=3C=NN(C3)C